N[C@@H]1CN(CC1)C1=NC(=CC(=C1)C=1C=C(C=CC1C)NC(=O)N1C[C@@H](CC1)CC(F)(F)F)N1CCOCC1 (3S)-N-(3-[2-[(3S)-3-aminopyrrolidin-1-yl]-6-(morpholin-4-yl)pyridin-4-yl]-4-methylphenyl)-3-(2,2,2-trifluoroethyl)pyrrolidine-1-carboxamide